C(C)N(C(=O)C1=CC=C(C=C1)C1=CC(=C2C(=N1)C=CS2)NCCCCS(=O)(=O)OCC2=C(C=C(C=C2C)N(CC2=CC=CC=C2)CC2=CC=CC=C2)C)CC (4-(dibenzylamino)-2,6-dimethylphenyl)methanol 3-((5-(4-(diethylcarbamoyl)phenyl)thieno[3,2-b]pyridin-7-yl)amino)propyl-methanesulfonate